(S)-(2-(tert-butyl)oxazol-5-yl)(4-(4-(trifluoromethyl)pyrazolo[1,5-a]pyridin-2-yl)-1,4,6,7-tetrahydro-5H-imidazo[4,5-c]pyridin-5-yl)methanone C(C)(C)(C)C=1OC(=CN1)C(=O)N1[C@@H](C2=C(CC1)NC=N2)C2=NN1C(C(=CC=C1)C(F)(F)F)=C2